(6-(benzyloxycarbonylamino)-1,4-difluoro-5,6,7,8-tetrahydronaphthalen-2-yl)piperazine-1-carboxylic acid tert-butyl ester C(C)(C)(C)OC(=O)N1C(CNCC1)C1=C(C=2CCC(CC2C(=C1)F)NC(=O)OCC1=CC=CC=C1)F